5-[4-[[(5-tert-butyl-2-pyridinyl)amino]methyl]-2-fluoro-6-hydroxy-phenyl]-1,1-dioxo-1,2,5-thiadiazolidin-3-one C(C)(C)(C)C=1C=CC(=NC1)NCC1=CC(=C(C(=C1)O)N1CC(NS1(=O)=O)=O)F